CN1CCC2(CC1)CCN(CC2)C2=C(C=C(C=C2)[N+](=O)[O-])COCCOC2OCCCC2 3-Methyl-9-(4-nitro-2-((2-((tetrahydro-2H-pyran-2-yl)oxy)ethoxy)methyl)phenyl)-3,9-diazaspiro[5.5]undecane